BrC1=NN2C(=NC=3C=CC=CC3C2=N1)N[C@H]1C(NCCCC1)=O (3R)-3-[(2-Bromo[1,2,4]triazolo[1,5-c]quinazolin-5-yl)amino]azepan-2-one